N-ethyl-alanine methyl-2,3,4-tri-O-acetyl-1-O-(trichloroacetimidoyl)-α-d-glucuronate C[C@@]1(OC(C(Cl)(Cl)Cl)=N)[C@H](OC(C)=O)[C@@H](OC(C)=O)[C@H](OC(C)=O)[C@H](O1)C(=O)O.C(C)N[C@@H](C)C(=O)O